2,2-di(t-amyl-peroxy)propane C(C)(C)(CC)OOC(C)(C)OOC(C)(C)CC